magnesium chloride tetrakis(heptafluoronaphthyl)borate FC=1C(=C(C(=C2C(=C(C(=C(C12)[B-](C1=C(C(=C(C2=C(C(=C(C(=C12)F)F)F)F)F)F)F)(C1=C(C(=C(C2=C(C(=C(C(=C12)F)F)F)F)F)F)F)C1=C(C(=C(C2=C(C(=C(C(=C12)F)F)F)F)F)F)F)F)F)F)F)F)F.[Cl-].[Mg+2]